2-ethoxy-2,3-dihydro-3,3-dimethylbenzofuran-5-yl methanesulfonate CS(=O)(=O)OC=1C=CC2=C(C(C(O2)OCC)(C)C)C1